C(C)(C)(C)C1C=2C(=C(C(NC2C2=NC(=C(C=C2C1)OCCCOC)OC)=O)C(=O)O)OC 5-(tert-butyl)-4,9-dimethoxy-8-(3-methoxypropoxy)-2-oxo-1,2,5,6-tetrahydro-1,10-phenanthroline-3-carboxylic acid